FC([C@@H](COC=1C(=NC(=NC1Cl)Cl)Cl)NC(OC(C)(C)C)=O)(F)F tert-butyl N-[(1R)-2,2,2-trifluoro-1-[(2,4,6-trichloropyrimidin-5-yl)oxymethyl]ethyl]carbamate